tert-butyl (S)-2-(4-(3-methylisoxazol-4-yl)indoline-1-carbonyl)pyrrolidine-1-carboxylate CC1=NOC=C1C1=C2CCN(C2=CC=C1)C(=O)[C@H]1N(CCC1)C(=O)OC(C)(C)C